8-[[7-fluoro-3-(methoxymethoxy)-8-(2-triisopropylsilylethynyl)-1-naphthyl]-hydroxy-methyl]-7-isopropyl-purin FC1=CC=C2C=C(C=C(C2=C1C#C[Si](C(C)C)(C(C)C)C(C)C)C(C1=NC2=NC=NC=C2N1C(C)C)O)OCOC